NC1CC(CC(C1)(C)C)(C)CN 1-amino-3-aminomethyl-3,5,5-trimethylcyclohexane